O1COC2=C1C=CC=C2CN(CC2=CC(=NC=C2)N2CCCCC2)C N-(1,3-benzodioxol-4-ylmethyl)-N-methyl-1-[2-(1-piperidyl)-4-pyridyl]methanamin